4-[(E)-(4-sulfonatophenyl)diazenyl]-1H-pyrazole S(=O)(=O)([O-])C1=CC=C(C=C1)/N=N/C=1C=NNC1